O.C(=O)(O)C1=CC=C(C=C1)CCN(CCC1=C(C=CC=C1)OCC1=C(C=C(C=C1)C1=CC=C(C=C1)C(F)(F)F)Cl)C=1C(=NC=2CCCCC2C1)C(=O)O (5S)-{[2-(4-Carboxyphenyl)ethyl][2-(2-{[3-chloro-4'-(trifluoromethyl)biphenyl-4-yl]methoxy}-phenyl)ethyl]amino}-5,6,7,8-tetrahydroquinoline-2-carboxylic acid monohydrate